C1(CC1)C=1N2C(SC1)=NC(=C2)C(=O)N[C@@H]2C(N(C1=C(OC2)C=CC(=C1)C#CC(C)(C)O)C)=O (S)-3-cyclopropyl-N-(7-(3-hydroxyl-3-methylbut-1-yn-1-yl)-5-methyl-4-oxo-2,3,4,5-Tetrahydrobenzo[b][1,4]oxazepine-3-yl)imidazo[2,1-b]thiazole-6-carboxamide